5,6-dihydro-deoxyuridine [C@@H]1(C[C@H](O)[C@@H](CO)O1)N1C(=O)NC(=O)CC1